C12(CC3CC(CC(C1)C3)C2)C2=CC3=C(C1CCCCC1C3C)C2 2-(adamantan-1-yl)-8-methyl-3,3b,4,5,6,7,7a,8-octahydrocyclopenta[a]indene